4-(4-chloro-2-fluorophenyl)-2-((3S)-4,4-difluoro-3-(1-methyl-1H-pyrazol-4-yl)-1-piperidinyl)-6,7-dimethylpteridine ClC1=CC(=C(C=C1)C1=NC(=NC2=NC(=C(N=C12)C)C)N1C[C@@H](C(CC1)(F)F)C=1C=NN(C1)C)F